BrC1=CC(=C(C(=C1)Cl)N1NC2=C(N=C(NC2=O)N2CCCC2)N1)Cl 2-(4-bromo-2,6-dichloro-phenyl)-5-pyrrolidin-1-yl-3,6-dihydro-1H-triazolo[4,5-d]pyrimidin-7-one